6-butyl-3-[4-(2-chlorophenyl)piperazine-1-carbonyl]-5-(2,6-dimethoxyphenyl)pyridine-2,4-diol C(CCC)C1=C(C(=C(C(=N1)O)C(=O)N1CCN(CC1)C1=C(C=CC=C1)Cl)O)C1=C(C=CC=C1OC)OC